7-fluoro-1-(4-(thiophen-3-ylmethoxy)phenyl)-9H-pyrido[3,4-b]indole-3-carboxylic acid FC1=CC=C2C3=C(NC2=C1)C(=NC(=C3)C(=O)O)C3=CC=C(C=C3)OCC3=CSC=C3